ethyl 3-[1-(4-bromobutyl)-4-methyl-1H-benzotriazol-5-yl]-3-{3-[(6-hydroxy-2,2-dioxo-2H-1,2λ6,3-benzoxathiazin-3(4H)-yl)methyl]-5-(trifluoromethyl)phenyl}propanoate BrCCCCN1N=NC2=C1C=CC(=C2C)C(CC(=O)OCC)C2=CC(=CC(=C2)C(F)(F)F)CN2S(OC1=C(C2)C=C(C=C1)O)(=O)=O